di-tert-butyl (((6-((2-hydroxyethyl)amino)-1,3,5-triazine-2,4-diyl)bis(azanediyl))bis(propane-3,1-diyl))dicarbamate OCCNC1=NC(=NC(=N1)NCCCNC(OC(C)(C)C)=O)NCCCNC(OC(C)(C)C)=O